OC[C@H]1[C@@](CC1)(C(=O)OC)C (1R,2R)-METHYL 2-(HYDROXYMETHYL)-1-METHYLCYCLOBUTANECARBOXYLATE